3-bromo-1-tert-butylpyrrole BrC1=CN(C=C1)C(C)(C)C